FC1([C@@H](C1)C1=CNC=2N=CN=C(C21)N[C@@H]2CC[C@@H](N(C2)C(\C=C\CNC)=O)C)F (E)-1-((2S,5R)-5-((5-((S)-2,2-difluorocyclopropyl)-7H-pyrrolo[2,3-d]pyrimidin-4-yl)amino)-2-methylpiperidin-1-yl)-4-(methylamino)but-2-en-1-one